O1C2=C(OCC1)C=C(C=C2)C(CCN2CC1=CC=CC=C1CC2)=O 1-(2,3-dihydrobenzo[b][1,4]dioxin-6-yl)-3-(3,4-dihydroisoquinoline-2(1H)-yl)propan-1-one